(5-Fluoro-1H-indol-3-yl)-[4-(4-hydroxypyridin-2-yl)-piperazin-1-yl]-methanone FC=1C=C2C(=CNC2=CC1)C(=O)N1CCN(CC1)C1=NC=CC(=C1)O